NCC=1C=CC(=C(C1)C1=CC(=CC(=C1)N1CCC2(CC2)CC1)COC1=C(C=CC=C1)CC(=O)O)F 2-(2-((5'-(aminomethyl)-2'-fluoro-5-(6-azaspiro[2.5]octan-6-yl)-[1,1'-biphenyl]-3-yl)methoxy)phenyl)acetic acid